C#CCC=O The molecule is a butynal which has a monosubstituted triple bond. It has a role as a mouse metabolite. It is a terminal acetylenic compound, an alpha-CH2-containing aldehyde and a butynal.